5-(5-isopropyl-1,2,4-oxadiazol-3-yl)-2,3-dihydrospiro[indene-1,4'-oxazolidin]-2'-one C(C)(C)C1=NC(=NO1)C=1C=C2CCC3(NC(OC3)=O)C2=CC1